tin nickel gold [Au].[Ni].[Sn]